C(C)(C)(C)OC(=O)N1C(C(C(CC1)C(F)(F)F)=O)=CN(C)C tert-butyl-2-((dimethylamino)methylene)-3-oxo-4-(trifluoromethyl)piperidine-1-carboxylate